4-phenoxybenzenesulfonic Acid O(C1=CC=CC=C1)C1=CC=C(C=C1)S(=O)(=O)O